Cerium iridium oxide [Ir]=O.[Ce]